2-(2-Fluoro-5-isopropyl-8-oxothieno[2',3':4,5]pyrrolo[1,2-d][1,2,4]triazin-7(8H)-yl)-N-((1s,3s)-3-hydroxy-3-methyl-cyclobutyl)acetamide FC1=CC2=C(C=C3N2C(=NN(C3=O)CC(=O)NC3CC(C3)(C)O)C(C)C)S1